C1=CC=CC=2OC3=CC=CC=C3C3(C12)NC(C1=CC=CC=C13)=O Spiro[isoindole-1,9'-xanthene]-3-one